4-methyl-5-nitropyridin-2-ol CC1=CC(=NC=C1[N+](=O)[O-])O